sodium myristoylisethionate C(CCCCCCCCCCCCC)(=O)OS(=O)(=O)CCO.[Na]